5-bromo-1'-propyl-2,3-dihydrospiro[indene-1,4'-piperidine] BrC=1C=C2CCC3(CCN(CC3)CCC)C2=CC1